N-[(3S)-1-[(2S)-2-(4-Chlorophenyl)-2-methyl-1H,2H,3H-pyrrolo[2,3-b]pyridine-5-carbonyl]pyrrolidin-3-yl]-N-methylacetamide ClC1=CC=C(C=C1)[C@@]1(CC=2C(=NC=C(C2)C(=O)N2C[C@H](CC2)N(C(C)=O)C)N1)C